N-(4-{4-cyano-2-[(3,3-difluoro-1-azetidinyl)carbonyl]phenyl}-6-isopropoxy-2-pyridyl)-1-cyclopropyl-5-({[(1-fluorocyclobutyl)methyl]amino}methyl)-2-oxo-1,2-dihydronicotinamide C(#N)C1=CC(=C(C=C1)C1=CC(=NC(=C1)OC(C)C)NC(C=1C(N(C=C(C1)CNCC1(CCC1)F)C1CC1)=O)=O)C(=O)N1CC(C1)(F)F